3-(6-[[(benzyloxy)carbonyl]amino]-3-fluoro-5,6,7,8-tetrahydronaphthalen-2-yl)-3,8-diazabicyclo[3.2.1]octane-8-carboxylic acid tert-butyl ester C(C)(C)(C)OC(=O)N1C2CN(CC1CC2)C2=CC=1CCC(CC1C=C2F)NC(=O)OCC2=CC=CC=C2